fucosyl-D-galactose C1([C@@H](O)[C@H](O)[C@H](O)[C@@H](O1)C)C(=O)[C@H](O)[C@@H](O)[C@@H](O)[C@H](O)CO